ethyl (2E,4E)-5-(5-(dimethylamino)thiazol-2-yl)penta-2,4-dienoate CN(C1=CN=C(S1)/C=C/C=C/C(=O)OCC)C